3-(2-(Benzyloxy)-5-fluorophenyl)pentane-1,5-diol C(C1=CC=CC=C1)OC1=C(C=C(C=C1)F)C(CCO)CCO